tert-butyl 6-cyano-3-(4,4,5,5-tetramethyl-1,3,2-dioxaborolan-2-yl)indole-1-carboxylate C(#N)C1=CC=C2C(=CN(C2=C1)C(=O)OC(C)(C)C)B1OC(C(O1)(C)C)(C)C